C1(CC1)C1=CC2=C(S1)C1=C(C(C3=C2C(=C(C=C3)F)F)O)C=CC=C1 2-cyclopropyl-4,5-difluoro-8H-dibenzo[3,4:6,7]cyclohepta[1,2-b]thiophen-8-ol